CC1(COB(OC1)C1=NN(C2=C(C=CC=C12)C)C=1C=NC(=CC1)F)C 3-(5,5-dimethyl-1,3,2-dioxaborinan-2-yl)-1-(6-fluoropyridin-3-yl)-7-methyl-1H-indazole